FC=1C(=NC(=NC1)NC1=CC=C(C=N1)CN1CCN(CC1)C(=O)OC(C)(C)C)C1=CC2=C(N=C3N2[C@@H](CC3)CO)C(=C1)F tert-butyl (S)-4-((6-((5-fluoro-4-(5-fluoro-1-(hydroxymethyl)-2,3-dihydro-1H-benzo[d]pyrrolo[1,2-a]imidazol-7-yl)pyrimidin-2-yl)-amino)pyridin-3-yl)methyl)piperazine-1-carboxylate